5-bromo-2,4-difluorobenzoic acid BrC=1C(=CC(=C(C(=O)O)C1)F)F